C(C)(C)ON=C(C)C(=CNC(NC[C@@H](NC(OC(C)(C)C)=O)C(C)C)=O)C(=O)OCC ethyl (S)-12-(1-(isopropoxyimino)ethyl)-6-isopropyl-2,2-dimethyl-4,9-dioxo-3-oxa-5,8,10-triazatridec-11-en-13-oate